C1(=C(C=CC=C1)C(=O)N1CC(CC1)C=1N=C(C2=C(N1)CCN(C2)C)NC)C2=CC=CC=C2 [1,1'-biphenyl]-2-yl(3-(6-methyl-4-(methylamino)-5,6,7,8-tetrahydropyrido[4,3-d]pyrimidin-2-yl)pyrrolidin-1-yl)methanone